[2-(ethylamino)-1,1-dimethyl-2-oxo-ethyl] 2-chloro-5-(3,5-dimethyl-2,6-dioxo-4-thioxo-1,3,5-triazin-1-yl)-4-fluoro-benzoate ClC1=C(C(=O)OC(C(=O)NCC)(C)C)C=C(C(=C1)F)N1C(N(C(N(C1=O)C)=S)C)=O